2-amino-8-(4-methoxybenzyl)-4-(5-methylfuran-2-yl)pteridine-7(8H)-one NC1=NC=2N(C(C=NC2C(=N1)C=1OC(=CC1)C)=O)CC1=CC=C(C=C1)OC